Cis-8-dimethylamino-8-phenyl-3-(2-pyrimidin-5-yl-ethyl)-1,3-diazaspiro[4.5]decan-2-one CN(C1(CCC2(CN(C(N2)=O)CCC=2C=NC=NC2)CC1)C1=CC=CC=C1)C